1-((3-Hydroxy-5-(naphthalen-2-yl)picolinamido)methyl)cyclopropane-1-carboxylic acid ethyl ester C(C)OC(=O)C1(CC1)CNC(C1=NC=C(C=C1O)C1=CC2=CC=CC=C2C=C1)=O